C(=O)(O)C=1C=C(C(=CC1)C(=O)O)C=1C=NC=C(C(=O)O)C1 5-(3',6'-dicarboxyphenyl)nicotinic acid